7-chloro-N-[2-(1-methylpyrrolidin-2-yl)imidazo[1,2-a]pyridin-6-yl]quinoline-3-carboxamide ClC1=CC=C2C=C(C=NC2=C1)C(=O)NC=1C=CC=2N(C1)C=C(N2)C2N(CCC2)C